COC1=CC=C(C=CC2=NC(=NC(=N2)C(Cl)(Cl)Cl)C(Cl)(Cl)Cl)C=C1 2-p-methoxystyryl-4,6-bis(trichloromethyl)-s-triazine